6-methoxy-1-methylquinolin-2(1H)-one COC=1C=C2C=CC(N(C2=CC1)C)=O